(2β,3α,5α,17α)-17-hydroxy-2-{4-[1-(quinolin-2-ylcarbonyl)-L-prolyl]piperazin-1-yl}pregn-20-yn-3-yl dimethylcarbamate CN(C(O[C@H]1C[C@@H]2CC[C@H]3[C@@H]4CC[C@](C#C)([C@]4(CC[C@@H]3[C@]2(C[C@@H]1N1CCN(CC1)C([C@H]1N(CCC1)C(=O)C1=NC2=CC=CC=C2C=C1)=O)C)C)O)=O)C